C1(CCCC1)C=1N(C(=NN1)CNC1=CC=C(C=C1)OC)C N-((5-cyclopentyl-4-methyl-4H-1,2,4-triazol-3-yl)methyl)-4-methoxyaniline